OC(CCCCCCCCCCCCCCCCCCCCCCCC(=O)O)CCCCC 25-Hydroxy-triacontanoic acid